O1COC2=C1C=CC(=C2)CN2CCN(CC2)CCCCN2SC(N(C2=O)CC(C)C)=O 2-(4-(4-(Benzo[d][1,3]dioxol-5-ylmethyl)piperazin-1-yl)butyl)-4-isobutyl-1,2,4-thiadiazolidine-3,5-dione